ClC=1C=CC(=C(C1)C1=CC(N(C=C1OC)C(C(=O)NC1=CC=C(C(=O)N)C=C1)CC1=CC=CC=C1)=O)N1N=NC(=C1)C(F)(F)F 4-(2-(4-(5-chloro-2-(4-(trifluoromethyl)-1H-1,2,3-triazole-1-yl)phenyl)-5-methoxy-2-oxo-pyridin-1(2H)-yl)-3-phenylpropionamido)benzamide